O=C(CCCCCCNC(=O)C=1CC=2C=NC=CC2N1)NNCCC N-(7-oxo-7-(2-propylhydrazino)heptyl)-3H-pyrrolo[3,2-c]pyridine-2-carboxamide